(+)-alpha-glucose O[C@@H]1[C@H](O)[C@@H](O)[C@H](O)[C@H](O1)CO